NC(C)(C)C=1N=C(SC1)NS(=O)(=O)C1CC1 N-(4-(2-Aminopropan-2-yl)thiazol-2-yl)cyclopropanesulfonamide